IC1=NN(C(=C1)C)C1OCCCC1 3-iodo-5-methyl-1-tetrahydropyran-2-yl-pyrazole